OCCS(=O)(=O)CC1(CC1)CCCC(C(=O)NNC)(C)C=1C=C(C=CC1)CC(C(=O)OCC)C ethyl 3-(3-(5-(1-(((2-hydroxyethyl)sulfonyl)methyl) cyclopropyl)-2-methyl-1-(2-methylhydrazineyl)-1-oxopentan-2-yl) phenyl)-2-methylpropanoate